NC(=CCO)C 3-aminobut-2-en-1-ol